[Ni].[Cu].[Ni] nickel-copper-nickel